3-chloro-6-(3-cyclopropylphenoxy)-4H-pyrazolo[1,5-a]pyrimidin-7-one ClC=1C=NN2C1NC=C(C2=O)OC2=CC(=CC=C2)C2CC2